ClC=1C=C2C(=CC1)NC(C21CCN(CC1)CCOC1=CC2=C(N(C=N2)C2CN(C2)S(=O)(=O)C)C(=C1)C(F)(F)F)=O 5-chloro-1'-{2-[1-(1-mesyl-3-azetidinyl)-7-(trifluoromethyl)-1H-1,3-benzimidazol-5-yloxy]ethyl}spiro[indoline-3,4'-piperidin]-2-one